methyl (R)-1-(2-((6-(bis(tert-butoxycarbonyl)amino)-9H-purin-9-yl)methyl)-3-(chloromethyl)-4-fluorophenyl)-3-((tert-butoxycarbonyl)amino)pyrrolidine-3-carboxylate C(C)(C)(C)OC(=O)N(C1=C2N=CN(C2=NC=N1)CC1=C(C=CC(=C1CCl)F)N1C[C@](CC1)(C(=O)OC)NC(=O)OC(C)(C)C)C(=O)OC(C)(C)C